2-(((tert-butyldimethylsilyl)oxy)methyl)-7-(4-((2R,6S)-2,6-dimethylmorpholino)phenyl)-5,5-dimethyl-4-(methylamino)-5,7-dihydro-6H-pyrrolo[2,3-d]pyrimidin-6-one [Si](C)(C)(C(C)(C)C)OCC=1N=C(C2=C(N1)N(C(C2(C)C)=O)C2=CC=C(C=C2)N2C[C@H](O[C@H](C2)C)C)NC